3-(4-bromo-2-chlorophenyl)-1-((2-(trimethylsilyl)ethoxy)methyl)piperidine-2,6-dione BrC1=CC(=C(C=C1)C1C(N(C(CC1)=O)COCC[Si](C)(C)C)=O)Cl